CC1=CC=C(\C=C\2/C(OC3=C(C2=O)C=C(C=C3)F)C3=CC=C(C=C3)C)C=C1 (E)-3-(4-methylbenzylidene)-6-fluoro-2-(4-methylphenyl)-2,3-dihydro-4H-1-benzopyran-4-one